ClC1=C(COC2CCN(CC2)C(=O)N2CC3(C2)CC(C3)C3=NC(=NN3)C3(CC3)O)C=CC(=C1)S(=O)(=O)C [4-(2-chloro-4-mesyl-benzyl)oxypiperidino]-[6-[3-(1-hydroxycyclopropyl)-1H-1,2,4-triazol-5-yl]-2-azaspiro[3.3]heptan-2-yl]methanone